(E)-3-(5-Chloro-2-tetrazol-1-yl-phenyl)-N-((E)-(S)-9-oxo-8,17,19-triaza-tricyclo[14.2.1.02,7]nonadeca-1(18),2,4,6,12,16(19)-hexaen-15-yl)-acrylamide ClC=1C=CC(=C(C1)/C=C/C(=O)N[C@H]1C/C=C/CCC(NC2=CC=CC=C2C2=CNC1=N2)=O)N2N=NN=C2